diethyl-3,5-di-tert-butyl-4-hydroxybenzyl phosphonate, calcium salt [Ca+2].P(OC(C1=CC(=C(C(=C1)C(C)(C)C)O)C(C)(C)C)(CC)CC)([O-])=O.C(C)C(C1=CC(=C(C(=C1)C(C)(C)C)O)C(C)(C)C)(CC)OP([O-])=O